3-(2-((Tert-butoxycarbonyl)amino)-3-methoxy-3-oxopropyl)-1H-indole-1-carboxylic acid tert-butyl ester C(C)(C)(C)OC(=O)N1C=C(C2=CC=CC=C12)CC(C(=O)OC)NC(=O)OC(C)(C)C